2-((1-methyl-1H-indazol-5-yl)methyl)-6-(phenylsulfonyl)phthalazin-1(2H)-one CN1N=CC2=CC(=CC=C12)CN1C(C2=CC=C(C=C2C=N1)S(=O)(=O)C1=CC=CC=C1)=O